1-(benzofuran-6-yl)-2-bromopropan-1-one O1C=CC2=C1C=C(C=C2)C(C(C)Br)=O